[K+].CC(CCC)C=1C(=CC(=C(C(=O)[O-])C1)C)O 5-(1-methylbutyl)-4-hydroxy-2-methylbenzoic acid, potassium salt